C(#N)C1=C(C=CC=C1NC(=O)C=1SC=2CNCCC2N1)C1=C(C(=CC=C1)OC)F N-(2-cyano-2'-fluoro-3'-methoxybiphenyl-3-yl)-4,5,6,7-tetrahydro[1,3]thiazolo[5,4-c]pyridine-2-carboxamide